Allyl-5-chlorocyclopentadiene C(C=C)C1=CC=CC1Cl